6-(6-Chloro-2,3-dihydro-1H-pyrrolo[3,2-c]pyridin-1-yl)-2-(1,1-difluoroethyl)-N-methylpyrimidin-4-amine ClC1=CC2=C(C=N1)CCN2C2=CC(=NC(=N2)C(C)(F)F)NC